3-amino-N-[(3R)-7-[(3S,4S)-4-amino-3-methoxy-3-methylpyrrolidin-1-yl]-2H,3H,4H-pyrano[2,3-b]pyridin-3-yl]-6-methylthieno[2,3-b]pyridine-2-carboxamide NC1=C(SC2=NC(=CC=C21)C)C(=O)N[C@@H]2CC=1C(=NC(=CC1)N1C[C@]([C@H](C1)N)(C)OC)OC2